N-ethoxy-3-(9-acridinyl)-carbazole C(C)ON1C2=CC=CC=C2C=2C=C(C=CC12)C=1C2=CC=CC=C2N=C2C=CC=CC12